Cyclobut-1-en-1-yl(3-(9-methyl-6-(4-(trifluoromethoxy)phenyl)-9H-purin-2-yl)azetidin-1-yl)methanone C1(=CCC1)C(=O)N1CC(C1)C1=NC(=C2N=CN(C2=N1)C)C1=CC=C(C=C1)OC(F)(F)F